N'-{(2S,3R,4S)-1-(azetidine-1-carbonyl)-4-fluoro-2-[(2,3',5'-trifluoro[1,1'-biphenyl]-3-yl)methyl]pyrrolidin-3-yl}-N,N-dimethylsulfuric diamide N1(CCC1)C(=O)N1[C@H]([C@H]([C@H](C1)F)NS(N(C)C)(=O)=O)CC=1C(=C(C=CC1)C1=CC(=CC(=C1)F)F)F